(2,6-difluoro-4-(3-((1,1,1-trifluoropropan-2-yl)oxy)azetidin-1-yl)phenyl)(4-(5-methyloxazolo[4,5-b]pyridin-2-yl)piperazin-1-yl)methanone FC1=C(C(=CC(=C1)N1CC(C1)OC(C(F)(F)F)C)F)C(=O)N1CCN(CC1)C=1OC=2C(=NC(=CC2)C)N1